5-(4-methylpiperidin-1-yl)-1-tosyl-1H-indole-3-carbaldehyde CC1CCN(CC1)C=1C=C2C(=CN(C2=CC1)S(=O)(=O)C1=CC=C(C)C=C1)C=O